ClC1=C(C=CC(=C1)Cl)[C@@H](C)NC1=CC(=NC=2N1N=CN2)N2CCC1(CCN(CC1)CCO)CC2 (R)-2-(9-(7-((1-(2,4-dichlorophenyl)ethyl)amino)-[1,2,4]triazolo[1,5-a]pyrimidin-5-yl)-3,9-diazaspiro[5.5]undec-3-yl)ethan-1-ol